(S)-methyl 1-(2-((tert-butoxycarbonyl) amino) propyl)-5-chloro-1H-pyrrole-3-carboxylate C(C)(C)(C)OC(=O)N[C@H](CN1C=C(C=C1Cl)C(=O)OC)C